2-(2-(((5-chloro-2-cyanophenyl)amino)-2-oxoacetamido)-3-phenylpropionamido)benzoic acid ClC=1C=CC(=C(C1)NC(C(=O)NC(C(=O)NC1=C(C(=O)O)C=CC=C1)CC1=CC=CC=C1)=O)C#N